diisopropyl-2,4-diaminotoluene C(C)(C)C(C1=C(C=C(C=C1)N)N)C(C)C